Cl.CC=1OC2=C(N1)CNC2 2-methyl-5,6-dihydro-4H-pyrrolo[3,4-d]oxazol hydrochloride